BrC1=C2C(=CN=C1OCCN(C)C)OC(=C2)C#N 4-bromo-5-[2-(dimethylamino)ethoxy]furo[2,3-c]pyridine-2-carbonitrile